2-((1-(2-(4-(dimethylcarbamoyl)-3-methylphenyl)-6-methyl-4-oxo-4H-chromen-8-yl)ethyl)amino)benzoic acid CN(C(=O)C1=C(C=C(C=C1)C=1OC2=C(C=C(C=C2C(C1)=O)C)C(C)NC1=C(C(=O)O)C=CC=C1)C)C